tert-butyl (S)-4-(6-bromo-7-iodo-1-(2-isopropyl-4-methylpyridin-3-yl)-2-oxo-1,2-dihydroquinazolin-4-yl)-3-methylpiperazine-1-carboxylate BrC=1C=C2C(=NC(N(C2=CC1I)C=1C(=NC=CC1C)C(C)C)=O)N1[C@H](CN(CC1)C(=O)OC(C)(C)C)C